(4S,5R,6R)-5-acetamido-4-amino-6-[(1R,2R)-2,3-dihydroxy-1-methoxypropyl]-5,6-dihydro-4H-pyrane-2-carboxylic acid methyl ester sulfate S(=O)(=O)(O)O.COC(=O)C=1O[C@H]([C@@H]([C@H](C1)N)NC(C)=O)[C@@H]([C@@H](CO)O)OC